CC1=C(C(=C(C1([Hf]C1(C=CC2=CC=3CC(CC3C=C12)(C)C)C(C)C)C)C)C)C pentamethylcyclopentadienyl(1-isopropyl-6,6-dimethyl-1,5,6,7-tetrahydro-s-indacenyl)hafnium